3,3-difluoropiperidine hydrogen chloride Cl.FC1(CNCCC1)F